7,8-dihydroquinazolin-5(6H)-one oxime N1=CN=CC=2C(CCCC12)=NO